1-iodo-3,5-heptadecadiene ICCC=CC=CCCCCCCCCCCC